C(C1=CC=CC=C1)OC1=NC(=CC=C1C1=NN(C2=C(C(=CC=C12)C=1CCN(CC1)C(=O)OC(C)(C)C)F)C)OCC1=CC=CC=C1 tert-butyl 4-(3-(2,6-bis(benzyloxy)pyridin-3-yl)-7-fluoro-1-methyl-1H-indazol-6-yl)-3,6-dihydropyridine-1(2H)-carboxylate